2,4-diaminobenzenesulfonic acid lithium [Li].NC1=C(C=CC(=C1)N)S(=O)(=O)O